(1S,2S)-2-((4-fluorophenoxy)methyl-d2)cyclopentan-1-amine FC1=CC=C(OC([C@@H]2[C@H](CCC2)N)([2H])[2H])C=C1